COC1=NC2=CC(=CC(=C2N=C1)C=1SC2=C(N1)C=CC1=C2C[C@](O1)(C)CO)C (R)-(2-(2-methoxy-7-methylquinoxalin-5-yl)-7-methyl-7,8-dihydrobenzofuro[5,4-d]thiazol-7-yl)methanol